3-(4-Acetylphenyl)-1-phenylprop-2-en-1-one C(C)(=O)C1=CC=C(C=C1)C=CC(=O)C1=CC=CC=C1